FC1(OC2=C(O1)C=CC(=C2)OCC(=O)NC21CC(C2)(C1)NC(C)=O)F N-(3-{2-[(2,2-difluoro-2H-1,3-benzodioxol-5-yl)oxy]acetamido}bicyclo[1.1.1]pentan-1-yl)acetamide